(E)-3-(1-phenyl-4-(2-(p-toluenesulfonyl)vinyl)-1H-pyrazol-3-yl)piperidine C1(=CC=CC=C1)N1N=C(C(=C1)\C=C\S(=O)(=O)C1=CC=C(C)C=C1)C1CNCCC1